(1s,4s)-4-(2-amino-4-bromo-6-methylbenzylamino)-N-(3-methoxy-4-methylphenyl)cyclohexanecarboxamide NC1=C(CNC2CCC(CC2)C(=O)NC2=CC(=C(C=C2)C)OC)C(=CC(=C1)Br)C